CC(CC(=O)OC12CC3C(C(CC(C1)C3)C2)=O)(C)C 4-oxoadamantan-1-yl 3,3-dimethylbutanoate